((1R,5S,6r)-3-(3-(4-chloro-2-methyl-2H-indazol-5-yl)-1H-pyrazolo[3,4-b]pyrazin-6-yl)-6-(5-methylisoxazol-3-yl)-3-azabicyclo[3.1.0]hexan-6-yl)methanamine ClC=1C2=CN(N=C2C=CC1C1=NNC2=NC(=CN=C21)N2C[C@H]1C([C@H]1C2)(C2=NOC(=C2)C)CN)C